ClC1=C(C=C(C=C1)C)C 1-Chloro-2,4-dimethylbenzol